C(C)(C)(C)OC(=O)N1CCN(C2=CC=CC=C12)CC1CC1 4-(cyclopropylmethyl)-3,4-dihydroquinoxaline-1(2H)-carboxylic acid tert-butyl ester